5-Chloro-2-(3,8-diazabicyclo[3.2.1]octan-8-yl)oxazolo[4,5-b]pyridine ClC1=CC=C2C(=N1)N=C(O2)N2C1CNCC2CC1